N1=CC=CC=2CCCC(C12)C(CCCN)N (5,6,7,8-tetrahydroquinoline-8-yl)butane-1,4-diamine